4-chloro-6-(2,2-difluorocyclohexyl)-2-(methylthio)-6,7-dihydro-5H-pyrrolo[3,4-d]pyrimidin-5-one ClC=1C2=C(N=C(N1)SC)CN(C2=O)C2C(CCCC2)(F)F